6-chloro-2-methoxypyridin-3-ylboronic acid ClC1=CC=C(C(=N1)OC)B(O)O